(4S,5R)-3-(4-fluoro-2-methylphenyl)-4,5-dimethyl-5-(trifluoromethyl)-4,5-dihydrofuran-2-carboxylic acid ethyl ester C(C)OC(=O)C=1O[C@]([C@H](C1C1=C(C=C(C=C1)F)C)C)(C(F)(F)F)C